N-isobutyl-N-{[4,7,10-tris(2-tert-butoxy-2-oxoethyl)-1,4,7,10-tetraazacyclododec-1-yl]acetyl}glycine tert-butyl ester C(C)(C)(C)OC(CN(C(CN1CCN(CCN(CCN(CC1)CC(OC(C)(C)C)=O)CC(OC(C)(C)C)=O)CC(=O)OC(C)(C)C)=O)CC(C)C)=O